C(=C)[Si](O[Si](C)(C=C)C=C)(C)C=C 1,1,3,3-tetravinyl-1,3-dimethyldisiloxane